FC1=C(C(O)=CC=C1)O fluorocatechol